C(C)(=O)N1CC2=C(CC1)N(N=C2N2CCCC1=CC(=C(C=C21)C(F)F)C=2C=NN(C2)C)C2CCN(CC2)C2CCC1(CNC1)CC2 7-[4-[5-acetyl-3-[7-(difluoromethyl)-6-(1-methylpyrazol-4-yl)-3,4-dihydro-2H-quinolin-1-yl]-6,7-dihydro-4H-pyrazolo[4,3-c]pyridin-1-yl]-1-piperidyl]-2-azaspiro[3.5]nonan